(2R)-1-[4-[(4,5-dichloro-2-hydroxyphenyl)(ethylamino)methyl]piperidin-1-yl]-2,3-dihydroxypropan-1-one ClC1=CC(=C(C=C1Cl)C(C1CCN(CC1)C([C@@H](CO)O)=O)NCC)O